N-methyl-4-hexyl-N-octadecyl-anilinium tetrakis(perfluoronaphthalen-2-yl)borate FC1=C(C(=C(C2=C(C(=C(C(=C12)F)F)F)F)F)F)[B-](C1=C(C2=C(C(=C(C(=C2C(=C1F)F)F)F)F)F)F)(C1=C(C2=C(C(=C(C(=C2C(=C1F)F)F)F)F)F)F)C1=C(C2=C(C(=C(C(=C2C(=C1F)F)F)F)F)F)F.C[NH+](C1=CC=C(C=C1)CCCCCC)CCCCCCCCCCCCCCCCCC